Cl.C(C1=CC=CC=C1)N1CCC(CC1)CN1N=CC=C(C1=O)CCC1=CC=CC=C1 2-((1-Benzylpiperidin-4-yl)methyl)-4-phenethylpyridazin-3(2H)-one hydrochloride